FC=1C=C2CCN(CC2=C(C1C=1N=CC2=C(N1)C=NN2)F)C(=O)OCCCC butyl 6,8-difluoro-7-(1H-pyrazolo[4,3-d]pyrimidin-5-yl)-3,4-dihydroisoquinoline-2(1H)-carboxylate